methyl 3-((3-chloro-5-(trifluoromethyl)pyridin-2-yl)methoxy)-5-(piperidine-1-carbonyl)isoquinoline-7-carboxylate ClC=1C(=NC=C(C1)C(F)(F)F)COC=1N=CC2=CC(=CC(=C2C1)C(=O)N1CCCCC1)C(=O)OC